C(CCCCCCCCC)C(CCCN1C(C2=C(N(C(C2=C1C=1SC=CC1)=O)CCCC(CCCCCCCCCC)CCCCCCCCCC)C=1SC=CC1)=O)CCCCCCCCCC 2,5-bis(4-decyltetradecyl)-3,6-bis(thiophen-2-yl)-2,5-dihydropyrrolo[3,4-c]pyrrole-1,4-dione